2-(4-Fluorophenyl)-5-methyl-4,5,6,7-tetrahydrooxazolo[4,5-c]pyridine FC1=CC=C(C=C1)C=1OC2=C(CN(CC2)C)N1